NC1=C(C(=C(C(=C1[2H])[2H])[2H])[2H])[2H] Aniline-2,3,4,5,6-d5